C1(CCC1)OC1=C(C#N)C=C(C=C1)CNCCCCOCCNC1=C2C=NNC2=CC(=C1)C=1C=NOC1 2-cyclobutoxy-5-(((4-(2-((6-(isoxazol-4-yl)-1H-indazol-4-yl)amino)ethoxy)butyl)amino)methyl)benzonitrile